FC(C1=CC=C(OC2=NC=C(C3=CC=CC=C23)CN)C=C1)(F)F [1-{4-(trifluoromethyl)phenoxy}isoquinolin-4-yl]methylamine